5-Ethyl-3-hydroxy-1-isopentyl-4-(4-(trifluoromethyl)phenyl)-1,5-dihydro-2H-pyrrol-2-one C(C)C1C(=C(C(N1CCC(C)C)=O)O)C1=CC=C(C=C1)C(F)(F)F